allylphenol C=CCC1=CC=CC=C1O